FC1=NC=CC2=C1C[C@@H]1CC[C@H]2N1C(=O)OC1=CC=C(C=C1)[N+](=O)[O-] 4-nitrophenyl (5R,8S)-1-fluoro-6,7,8,9-tetrahydro-5H-5,8-epiminocyclohepta[c]pyridine-10-carboxylate